CC1=CC=C(C=C1)S(=O)(=O)OC1=CC=C2C=CC(=CC2=C1)NC1=C(C=CC=C1)C(C)(C)C 7-p-toluenesulfonyloxy-N-(2-tert-butylphenyl)-2-naphthylamine